CC1=C(C(=C(C=C1)CN[C@H](C)C1=CC=CC=C1)C)C trimethyl-N-[(1R)-1-phenylethyl]-benzenemethanamine